3,4-dichlorophenylacetone ClC=1C=C(C=CC1Cl)CC(C)=O